NC=1C=NC=CC1C1=CC(=C(C(=O)NC=2C=NC(=C(C2)Cl)N2N=CC=N2)C=C1C(C)OC)F 4-(3-aminopyridin-4-yl)-N-(5-chloro-6-(2H-1,2,3-triazol-2-yl)pyridin-3-yl)-2-Fluoro-5-(1-methoxyethyl)benzamide